C(OCCOCCO[Si](C)(C)C(C)(C)C)(OC1=CC=C(C=C1)[N+](=O)[O-])=O (2-(2-((tert-butyldimethylsilyl) oxy) ethoxy) ethyl) (4-nitrophenyl) carbonate